2-Tert-butyl 6-[2-[2-[[2-(2,6-dioxo-3-piperidyl)-1,3-dioxo-isoindolin-4-yl]amino]ethoxy] ethyl]-2,6-diazaspiro[3.3]heptane-2-carboxylate O=C1NC(CCC1N1C(C2=CC=CC(=C2C1=O)NCCOCCN1CC2(CN(C2)C(=O)OC(C)(C)C)C1)=O)=O